C(=CC)P propenyl-phosphine